1-(2,5-dichloropyridin-4-yl)piperazine ClC1=NC=C(C(=C1)N1CCNCC1)Cl